1-(6-chloroquinolin-2-yl)-N-((1R,2R)-1-(2,3-dihydrobenzo[b][1,4]dioxin-6-yl)-1-hydroxy-3-(pyrrolidin-1-yl)propan-2-yl)pyrrolidine-3-carboxamide ClC=1C=C2C=CC(=NC2=CC1)N1CC(CC1)C(=O)N[C@@H]([C@H](O)C1=CC2=C(OCCO2)C=C1)CN1CCCC1